NC1=NN(C2=NC(=CC(=C21)C2=CC=C(C=C2)N)N2CC(N(CC2)C)=O)C 4-(3-amino-4-(4-aminophenyl)-1-methyl-1H-pyrazolo[3,4-b]pyridin-6-yl)-1-methylpiperazin-2-one